CC(C(=O)O)(\C=C\CC(=O)O)C1=CC=C(C=C1)OC 2-methyl-2-(4-methoxy-phenyl)trans-3-hexenedioic acid